C(C(=C)C)(=O)OCCOCCOCC(CCCC)CC diethylene glycol 2-ethylhexyl ether methacrylate